C(#C)[C@@H]1[C@H](C1)C(=O)O (1S,2S)-2-ethynylcyclopropane-1-carboxylic acid